C1=CC=CC2=CC3=CC=CC=C3C(=C12)CNCCN N1-Anthracen-9-ylmethyl-ethane-1,2-diamine